3-[4-(1,2,3,4-tetrahydro-9H-carbazol-9-ylmethyl)phenyl]-5-(trifluoromethyl)-4,5-dihydro-1,2-oxazol-5-ol C1CCCC=2C3=CC=CC=C3N(C12)CC1=CC=C(C=C1)C1=NOC(C1)(O)C(F)(F)F